FC1=CC=C2C=NNC2=C1N1N=C(C=C1C(=O)N)C(F)(F)F (6-fluoro-1H-indazol-7-yl)-3-(trifluoromethyl)-1H-pyrazole-5-carboxamide